5-(3-(3-oxohexahydroimidazo[1,5-a]pyridin-2(3H)-yl)piperidin-1-yl)pyrazine-2-carboxamide O=C1N(CC2N1CCCC2)C2CN(CCC2)C=2N=CC(=NC2)C(=O)N